(+-)-trans-2-cyanocyclopropanecarboxylic acid C(#N)[C@H]1[C@@H](C1)C(=O)O |r|